Cl.C1N(CC12CNC2)C2=CC=C(C=N2)C2=NC1=CC(=CC=C1C=N2)C=2C=NN(C2)C (6-(2,6-diazaspiro[3.3]heptan-2-yl)pyridin-3-yl)-7-(1-methyl-1H-pyrazol-4-yl)quinazoline hydrochloride